4-(Trimeth-oxysilylmethyl)tetrahydro-1,4-oxazin CO[Si](OC)(OC)CN1CCOCC1